Cl.BrC=1C=C(C(=C(C1)C(=O)N1C[C@H](O[C@H](C1)C)C)N[C@H]1CNCCC1)[N+](=O)[O-] (5-bromo-3-nitro-2-(((R)-piperidin-3-yl)-amino)phenyl)((2R,6S)-2,6-dimethylmorpholino)methanone hydrochloride